azetidin-1-yl{8-[(2,6-dimethylbenzyl)amino]-2,3-dimethylimidazo[1,2-a]pyridin-6-yl}methanone citric acid salt C(CC(O)(C(=O)O)CC(=O)O)(=O)O.N1(CCC1)C(=O)C=1C=C(C=2N(C1)C(=C(N2)C)C)NCC2=C(C=CC=C2C)C